C1(=CC=CC=C1)C=1C(=CNC1)C1(NC(=NC=C1C(F)(F)F)N[C@@H]1CNCCC1)C1=CNC=C1C1=CC=CC=C1 4-(4-phenyl-1H-pyrrol-3-yl)-N-[(3S)-piperidin-3-yl]-4-(4-phenyl-1H-pyrrol-3-yl)-5-(trifluoromethyl)pyrimidin-2-amine